FC1=C(C=C(C(=C1O)F)C(F)(F)F)C1=NN=C(S1)CN1C2(CC2)C(N(C1=O)CC(F)(F)F)=O 4-((5-(2,4-difluoro-3-hydroxy-5-(trifluoromethyl)phenyl)-1,3,4-thiadiazol-2-yl)methyl)-6-(2,2,2-trifluoroethyl)-4,6-diazaspiro[2.4]heptane-5,7-dione